C(C)OC(C)(C)CC Tertiary Amyl Ethyl Ether